(S)-8-(cyclohexylmethoxy)-5-(2-((5,6-diethyl-2,3-dihydro-1H-inden-2-yl)amino)-1-hydroxyethyl)quinoline C1(CCCCC1)COC=1C=CC(=C2C=CC=NC12)[C@@H](CNC1CC2=CC(=C(C=C2C1)CC)CC)O